C(C)(C)(C)C=1N=C(N(C1)C(=O)NC1CCOCC1)OC 4-(tert-Butyl)-2-methoxy-N-(tetrahydro-2H-pyran-4-yl)-1H-imidazole-1-carboxamide